ClC1=CC=C(C=C1)N1N=C(N=C1)C(=O)N(C)C1=CC(=C(C=C1)C)C 1-(4-chlorophenyl)-N-(3,4-dimethylphenyl)-N-methyl-1H-1,2,4-triazole-3-carboxamide